C(C)C=1C(N=NC1OC1=NC=CC=C1OCC(F)(F)F)=O Ethyl-5-((3-(2,2,2-trifluoroethoxy)pyridin-2-yl)oxy)pyrazolon